dimethoxysilane Silicon [Si].CO[SiH2]OC